1-(9H-Fluoren-2-yl)-3-octyl-2H-imidazol-3-ium C1=C(C=CC=2C3=CC=CC=C3CC12)N1C[NH+](C=C1)CCCCCCCC